OC[C@H]1O[C@H](O)[C@H]([18F])[C@@H](O)[C@@H]1O (18F)-fluorodeoxyglucose